N1CCNC(C2=C1C=CC=C2)=O 1,2,3,4-tetrahydro-5H-benzo[e][1,4]diazepin-5-one